CC(C(=O)[O-])C(CC(=O)[O-])O 2-Methyl-3-hydroxyglutarate